BrC=1C=CC=C2C=CC(=NC12)C=1C(=NC=CC1)C 8-bromo-2-(2-methylpyridin-3-yl)quinoline